5-(2-fluoro-6-hydroxy-4-(((6-methylpyrimidin-4-yl)amino)methyl)phenyl)-1,2,5-thiadiazolidin-3-one 1,1-dioxide FC1=C(C(=CC(=C1)CNC1=NC=NC(=C1)C)O)N1CC(NS1(=O)=O)=O